2,3-di-O-benzyl-1-O-levulinoyl-D-ribitol C(C1=CC=CC=C1)O[C@@H](COC(CCC(=O)C)=O)[C@H](OCC1=CC=CC=C1)[C@H](O)CO